(R,E)-tert-butyl-2-(2-(N-(tert-butoxycarbonyl)sulfamoyl)vinyl)pyrrolidine-1-carboxylate C(C)(C)(C)OC(=O)N1[C@H](CCC1)\C=C\S(NC(=O)OC(C)(C)C)(=O)=O